CN(S(=O)(=O)F)C dimethylaminosulfonyl fluoride